ClCCCS(=O)(=O)NCC1=NC=CC(=C1)C1=C(C(=CC=C1OC)Cl)Cl 3-chloro-N-[[4-(2,3-dichloro-6-methoxyphenyl)pyridin-2-yl]methyl]propane-1-sulfonamide